NCC1=CC(=C(C=C1)COC1=CC=C(C=C1)NC(=O)NCC=1C=C2CN(C(C2=CC1)=O)C1C(NC(CC1)=O)=O)CCC 1-(4-{[4-(Aminomethyl)-2-n-propylphenyl]methoxy}phenyl)-3-{[2-(2,6-dioxopiperidin-3-yl)-1-oxo-2,3-dihydro-1H-isoindol-5-yl]methyl}urea